(3-ethyl-2,6-dioxo-1-propyl-8-(1-(3-(trifluoromethyl)benzyl)-1H-pyrazol-4-yl)-1,2,3,6-tetrahydro-7H-purin-7-yl)methyl 1-methyl-1H-imidazole-4-carboxylate CN1C=NC(=C1)C(=O)OCN1C(=NC=2N(C(N(C(C12)=O)CCC)=O)CC)C=1C=NN(C1)CC1=CC(=CC=C1)C(F)(F)F